C(#N)C=1C(=NN(C1)C(C)C)S(=O)(N)=NC(NC1=C2CCCC2=CC=C1[C@H](C)C1CC1)=O 4-Cyano-N'-((5-((R)-1-cyclopropylethyl)-2,3-dihydro-1H-inden-4-yl)carbamoyl)-1-isopropyl-1H-pyrazole-3-sulfonimidamide